5-Phenyl-1H-pyrazole-3-carboxylic acid {2-[4-(2-hydroxy-phenoxy)-piperidin-1-yl]-2-oxo-ethyl}-amide OC1=C(OC2CCN(CC2)C(CNC(=O)C2=NNC(=C2)C2=CC=CC=C2)=O)C=CC=C1